ClC=1C(=NC=CC1)O[C@@H]1CN(CC1)C1=C(C=C(C=C1)C(C1=CC=C(C=C1)C)O)CCO 2-(2-((S)-3-(3-chloropyridin-2-yloxy)pyrrolidin-1-yl)-5-(hydroxy(p-tolyl)methyl)phenyl)ethanol